Cl.NC1=C(C=CC=C1)C1=CC=C(C=C1)Cl 2-Amino-4'-chlorobiphenyl hydrochloride